7-(methoxymethoxy)-3-methyl-4-oxophthalazin-6-ylboronic acid COCOC1=C(C=C2C(N(N=CC2=C1)C)=O)B(O)O